C1(CC1)C(=O)OC1=NC2=CC(=CC=C2C=C1)OCCCCN1CCN(CC1)C1=CC=CC=2SC=CC21 7-(4-(4-(benzo[b]thiophen-4-yl)piperazin-1-yl)butoxy)quinolin-2-yl cyclopropanecarboxylate